6-chloro-5-methyl-4-((tetrahydro-2H-pyran-4-yl)amino)nicotinic acid ClC1=NC=C(C(=O)O)C(=C1C)NC1CCOCC1